(+-)-2-[4-(2-Hydroxy-2-methylpropyl)phenyl]propanal OC(CC1=CC=C(C=C1)[C@H](C=O)C)(C)C |r|